[Cu].C(C(=O)O)(=O)NC1=CC=CC=C1 oxalic anilide copper